Trifluoroacetic acid {4-oxo-1-[2-{propan-2-yloxy}ethyl]-2-sulfanylidene-1H,2H,3H,4H,5H-pyrrolo[3,2-d]pyrimidin-5-yl}methyl-5-[(2S)-2-amino-3-methylbutanamido]pentanoate O=C1C2=C(N(C(N1)=S)CCOC(C)C)C=CN2COC(CCCCNC([C@H](C(C)C)N)=O)=O.FC(C(=O)O)(F)F